4-(2-Fluoro-4-hydroxyphenyl)piperidine-1-carboxylic acid tert-butyl ester C(C)(C)(C)OC(=O)N1CCC(CC1)C1=C(C=C(C=C1)O)F